2-[(9H-purin-6-ylthio)methyl]-6-bromo-3-phenyl-4H-chromen-4-one N1=CN=C2NC=NC2=C1SCC=1OC2=CC=C(C=C2C(C1C1=CC=CC=C1)=O)Br